3-[(3-chloro-2-methoxyphenyl)amino]-2-[7-methoxy-6-(piperidin-4-yloxy)-1,5-naphthyridin-4-yl]-1H,5H,6H,7H-pyrrolo[3,2-c]pyridin-4-one ClC=1C(=C(C=CC1)NC1=C(NC2=C1C(NCC2)=O)C2=CC=NC1=CC(=C(N=C21)OC2CCNCC2)OC)OC